C(CCCCCCCCCCCCCCC)C=1NC(OC1)=O 4-hexadecyloxazol-2(3H)-one